C[C@H](/C=C/[C@H](C)C(=C)C)[C@H]1CC[C@@H]2[C@@]1(CC=C3[C@]24C=C[C@@]5([C@@]3(CC[C@@H](C5)O)C)OO4)C The molecule is a 3beta-sterol having a 5alpha-ergostane skeleton with double bonds at C-6, C-9(11), C-22 and C-25 and a peroxy group between positions 5 and 8. An antineoplastic agent isolated from Okinawan sponge of the genus Axinyssa. It has a role as a metabolite and an antineoplastic agent. It is an organic peroxide, an organic heterotetracyclic compound, a secondary alcohol and a 3beta-sterol. It derives from a hydride of a 5alpha-ergostane.